N2-(adamantan-1-yl)-6-cyclopropyl-7-phenyl-3,4-dihydropyrrolo[1,2-a]pyrazine-2,8(1H)-dicarboxamide C12(CC3CC(CC(C1)C3)C2)NC(=O)N2CC=3N(CC2)C(=C(C3C(=O)N)C3=CC=CC=C3)C3CC3